3-hydroxy-5-methyl-6-(3-phenoxybenzyl)-2-propylisonicotinic acid OC1=C(C(=O)O)C(=C(N=C1CCC)CC1=CC(=CC=C1)OC1=CC=CC=C1)C